COC1=NC=CN=C1NS(=O)(=O)C2=CC=C(C=C2)NC(=O)/C=C/C3=CC=C(S3)[N+](=O)[O-] N-[4-[[(3-methoxypyrazinyl)amino]sulfonyl]phenyl]-3-(5-nitro-2-thienyl)-2-propenamide